cis-N1-(5-(1-(2,2-difluoroethyl)-2-methyl-1H-imidazo[4,5-b]pyridin-6-yl)pyrrolo[2,1-f][1,2,4]triazin-2-yl)cyclobutane-1,3-diamine FC(CN1C(=NC2=NC=C(C=C21)C=2C=CN1N=C(N=CC12)N[C@@H]1C[C@@H](C1)N)C)F